C(C1=CC=CC=C1)SC1=CC=CC=2N(C(OC21)=O)C2C(NC(CC2)=O)=O 3-(7-benzylsulfanyl-2-oxo-1,3-benzoxazol-3-yl)piperidine-2,6-dione